(+)-cis-2-(aminomethyl)cyclopropanecarboxylic acid NC[C@@H]1[C@@H](C1)C(=O)O